N1=NNC2=NC(=CC=C21)C=2C=CC(=C(C(=O)NC1=CC=C(C=C1)COCC1=CC=CC=C1)C2)SC 5-(3H-[1,2,3]Triazolo[4,5-b]pyridin-5-yl)-N-(4-((benzyloxy)methyl)phenyl)-2-(methylthio)benzamide